1-(5-{[(5-Chlorothiophen-2-yl)methyl]amino}-3-{1-[2-(morpholin-4-yl)-2-oxoethyl]piperidin-4-yl}-1H-pyrazol-1-yl)-2,2-dimethylpropan-1-on ClC1=CC=C(S1)CNC1=CC(=NN1C(C(C)(C)C)=O)C1CCN(CC1)CC(=O)N1CCOCC1